2-Amino-5-bromobenzoic acid NC1=C(C(=O)O)C=C(C=C1)Br